N(=NC1(CCCCC1)C(=O)[O-])C1(CCCCC1)C(=O)OC methyl 1,1'-azobis(1-cyclohexanecarboxylate)